FC1=CC=C(C=C1)C=1N=CN(C1)CC=1N=CN(C1)C 4-(4-fluorophenyl)-1-((1-methyl-1H-imidazol-4-yl)methyl)-1H-imidazol